N1CCC2=CC(=CC=C12)OC1=NC2=CC(=C(C=C2C=C1[2H])C(=O)N)OC (indolin-5-oxy)-7-methoxyquinoline-6-carboxamide-3-d